C(#N)C1=C(C=C(C=C1)NC(C(C)(C)N1N=CC(=C1)C#CC1CN(C1)C=1C=C2C(N(C(C2=CC1)=O)C1C(NC(CC1)=O)=O)=O)=O)F N-(4-cyano-3-fluorophenyl)-2-(4-((1-(2-(2,6-dioxopiperidin-3-yl)-1,3-dioxoisoindolin-5-yl)azetidin-3-yl)ethynyl)-1H-pyrazol-1-yl)-2-methylpropanamide